1-(tert-butyl)-3-((trimethylsilyl)ethynyl)-1H-pyrazolo[3,4-d]Pyrimidine-4-Amine C(C)(C)(C)N1N=C(C=2C1=NC=NC2N)C#C[Si](C)(C)C